S1C(=CC=C1)CN(C(=O)C1=NC=CC(=C1)C(=O)N(CC=1SC=CC1)CC=1SC=CC1)CC=1SC=CC1 N,N,N',N'-tetrakis(2-thienylmethyl)pyridine-2,4-dicarboxamide